C(CCC=CCCC#N)#N oct-4-enedinitrile